CN1N=C(N=C2C1=NC(N(C2=O)C)=O)C2=CC=C(C=C2)C(F)(F)F 1,6-dimethyl-3-(4-(trifluoromethyl)phenyl)pyrimido[5,4-e][1,2,4]triazine-5,7-dione